4-[3-[2,6-dichloro-4-[(1R,4s,6S)-6-methoxy-1-methyl-2-azaspiro[3.3]heptan-2-yl]benzoyl]-2,4-dihydro-1,3-benzoxazin-8-yl]-5-fluoro-2-(3-oxa-8-azabicyclo[3.2.1]octan-8-yl)benzoic acid ClC1=C(C(=O)N2COC3=C(C2)C=CC=C3C3=CC(=C(C(=O)O)C=C3F)N3C2COCC3CC2)C(=CC(=C1)N1[C@@H](C2(C1)CC(C2)OC)C)Cl